CCCCCCCCCCCC(=O)OC[C@H](COP(=O)([O-])OCC[N+](C)(C)C)OC(=O)CCCCCCCCCCC/C=C\C/C=C\CCCCC 1-dodecanoyl-2-(13Z,16Z-docosadienoyl)-glycero-3-phosphocholine